NC1=NC(=NN2C1=NC=C2CC=2C=C(C(=NC2)N2CCN(CC2)C(CN(C)C)=O)C)O[C@@H](C)CC (S)-1-(4-(5-((4-amino-2-(sec-butoxy)imidazo[2,1-f][1,2,4]triazin-7-yl)methyl)-3-methylpyridin-2-yl)piperazin-1-yl)-2-(dimethylamino)ethan-1-one